ClC1=CC=C(C(=N1)CN[C@@H](COC1=NC(=NC(=C1)C1=C(C=CC=C1C)C)NS(=O)(=O)C=1C=C(C(=O)O)C=CC1)CC(C)(C)C)F 3-[[4-[(2R)-2-[(6-chloro-3-fluoro-2-pyridyl)methylamino]-4,4-dimethyl-pentoxy]-6-(2,6-dimethylphenyl)pyrimidin-2-yl]sulfamoyl]benzoic acid